N-(pyridazin-3-yl-methyl)-acetamide N1=NC(=CC=C1)CNC(C)=O